[5-(4-fluorophenyl)-6-[1-(hydroxymethyl)cyclobutyl]-1H-pyrrolo[2,3-f]indazol-7-yl]benzoic acid FC1=CC=C(C=C1)N1C(=C(C2=C1C=C1C=NNC1=C2)C2=C(C(=O)O)C=CC=C2)C2(CCC2)CO